CS(=O)(=O)C1=COC2=C1C=C(C=C2)C(=O)NCC2=NC=C1C=CC(=NC1=C2)C2=NC(=CC=C2)N2C[C@H](OCC2)C2=CN=CO2 (S)-3-(Methylsulfonyl)-N-((2-(6-(2-(oxazol-5-yl)morpholinyl)pyridin-2-yl)-1,6-naphthyridin-7-yl)methyl)benzofuran-5-carboxamide